C1(=CC=C(C=C1)[IH+])C 4-tolyliodonium